O=C1NC(CCC1N1C(C2=CC=CC(=C2C1)SCCCCCCC(=O)NC1=CC(=CC=C1)C1=CC=2[C@H]3[C@@H]([C@@H](NC2C=C1)CO)CCN3S(=O)(=O)C3=CC=C(C)C=C3)=O)=O 7-((2-(2,6-dioxopiperidin-3-yl)-1-oxoisoindolin-4-yl)thio)-N-(3-((3aR,4R,9bR)-4-(hydroxymethyl)-1-tosyl-2,3,3a,4,5,9b-hexahydro-1H-pyrrolo[3,2-c]quinolin-8-yl)phenyl)heptanamide